C(#N)[C@@H](C[C@@H]1C(NCC1)=O)NC(=O)[C@H]1N(C[C@H]2[C@@H]1CCC2(F)F)C(=O)C2(C1=CC=CC=C1C=1C=CC=CC21)O (1S,3aR,6aS)-N-((R)-1-cyano-2-((R)-2-oxopyrrolidin-3-yl)ethyl)-4,4-difluoro-2-(9-hydroxy-9H-fluorene-9-carbonyl)octahydrocyclopenta[c]pyrrole-1-carboxamide